FC(C(=O)N[C@@H]1[C@H](N(C(C1)=O)C=1C=C2C=NN(C2=CC1)C1=CN(C(C=C1)=O)C)C1=C(C=C(C=C1)F)F)(C)F |r| 2,2-difluoro-N-[rac-(2R,3S)-2-(2,4-difluorophenyl)-1-[1-(1-methyl-6-oxo-3-pyridyl)indazol-5-yl]-5-oxopyrrolidin-3-yl]propanamide